p-Hydroxyphenyl acetate C(C)(=O)OC1=CC=C(C=C1)O